(3'r)-5',5'-difluoro-2-oxo[1,3'-bipiperidine]-1'-carboxylic acid 5-chloropyrimidin-2-yl ester ClC=1C=NC(=NC1)OC(=O)N1C[C@@H](CC(C1)(F)F)N1C(CCCC1)=O